NC1=CC=C(C=C1)C1=NN(C=C1/C=C/C(=O)N[C@@H](CC1=CNC2=CC=CC=C12)C(=O)O)C1=CC(=CC=C1)Cl (E)-(3-(3-(4-aminophenyl)-1-(3-chlorophenyl)-1H-pyrazol-4-yl)acryloyl)-L-tryptophan